7-benzyl-2,4-dichloro-5H,6H,7H,8H-pyrido[3,4-d]pyrimidine C(C1=CC=CC=C1)N1CC=2N=C(N=C(C2CC1)Cl)Cl